3''-chloro-4''-((2,4-difluorobenzyl)oxy)-3-(2-hydroxypropane-2-yl)-5',6''-dimethyl-2H,2''H-[1,2':4',1''-terpyridine] ClC=1CN(C(=CC1OCC1=C(C=C(C=C1)F)F)C)C1=CC(=NC=C1C)N1CC(=CC=C1)C(C)(C)O